BrC=1C=NN2C1N=C(C=C2)N2CCNCC2 3-bromo-5-piperazin-1-yl-pyrazolo[1,5-a]pyrimidine